OC1=C2C(C=C(OC2=CC(=C1O)O)C1=CC=CC=C1)=O 5,6,7-trihydroxy-2-phenylchromen-4-one